C1CCC(CC1)=CC=C1CCCCC1 1,2-bis(4-cyclohexylidene)ethane